rac-1-((2s,4r)-2-methyl-2-((6-(1-methyl-1H-pyrazol-4-yl)pyrazolo[1,5-a]pyrazin-4-yl)oxy)-6-azaspiro[3.4]octan-6-yl)prop-2-en-1-one CC1(CC2(C1)CN(CC2)C(C=C)=O)OC=2C=1N(C=C(N2)C=2C=NN(C2)C)N=CC1